C(C=C)N1N(C2=NC(=NC=C2C1=O)NC1=CC=C(OCCCCC(=O)NO)C=C1)C1=NC(=CC=C1)C(C)(C)O 5-(4-((2-allyl-1-(6-(2-hydroxypropan-2-yl)pyridin-2-yl)-3-oxo-2,3-dihydro-1H-pyrazolo[3,4-d]pyrimidin-6-yl)amino)phenoxy)-N-hydroxypentanamide